CCOC(=O)C(C)C(C)S (+/-)-Ethyl 3-Mercapto-2-Methylbutanoate